FC1=CC=C(C=C1)C1=CC=C(C=C1)NC(=O)C=1C(=C2C=CC(OC2=CC1CCCCC)(CCC=C(C)C)C)O N-(4'-fluoro-[1,1'-biphenyl]-4-yl)-5-hydroxy-2-methyl-2-(4-methylpent-3-en-1-yl)-7-pentyl-2H-chromen-6-carboxamide